4-nitrophenylchloroformate ClC(=O)OC1=CC=C(C=C1)[N+](=O)[O-]